C(C#CC)(=O)N1[C@H](CN(CC1)C=1C2=C(N=C(N1)OCC1(CC1)CN(C)C)CN(CC2)C2=CC=CC1=CC=CC(=C21)Cl)CC#N (S)-2-(1-(but-2-ynoyl)-4-(7-(8-chloronaphthalen-1-yl)-2-((1-((dimethylamino)methyl)cyclopropyl)methoxyl)-5,6,7,8-tetrahydropyrido[3,4-d]pyrimidin-4-yl)piperazin-2-yl)acetonitrile